C12C3NCC3C(C=C1)C2 3-aza-tricyclo[4.2.1.0(2,5)]nonane-7-ene